C(C1=CC=CC=C1)(=O)OCCCC(C)I 4-iodopentyl benzoate